C(C1=CC=CC=C1)NCC=1C=CC=2N(C1)C=C(N2)CN2C(C1=CN=CC=C1C=C2)=O 2-({6-[(benzylamino)methyl]imidazo[1,2-a]pyridin-2-yl}methyl)-1,2-dihydro-2,7-naphthyridin-1-one